tert-butyl (4-bromo-2-chloro-6-nitrophenyl)carbamate BrC1=CC(=C(C(=C1)[N+](=O)[O-])NC(OC(C)(C)C)=O)Cl